(1S,2S)-2-fluoro-N-(5-(4-isopropyl-1H-pyrrolo[2,3-b]pyridin-5-yl)pyrazolo[1,5-a]pyridin-2-yl)cyclopropane-1-carboxamide F[C@@H]1[C@@H](C1)C(=O)NC1=NN2C(C=C(C=C2)C=2C(=C3C(=NC2)NC=C3)C(C)C)=C1